FC1=C(CN2CC(N(CC2)C2CC3(C2)CCN(CC3)C(=O)OC(C)(C)C)C3=C(C=CC=C3)C(C)C)C=CC=C1 tert-butyl 2-(4-(2-fluorobenzyl)-2-(2-isopropylphenyl) piperazin-1-yl)-7-azaspiro[3.5]nonane-7-carboxylate